(triethylsilyl)amine C(C)[Si](CC)(CC)N